OCC(NCC(=O)O)(CO)CO N-[tris(hydroxymethyl)-methyl]glycine